4-(3-bromo-4-methoxy-phenyl)pent-4-enoic acid BrC=1C=C(C=CC1OC)C(CCC(=O)O)=C